BrC1=C(C=C(OC2CCC(CC2)C=O)C=C1)C (1r,4r)-4-(4-bromo-3-methylphenoxy)cyclohexanecarbaldehyde